methyl (1R,4R)-4-(3-(difluoromethyl)-1H-pyrazol-1-yl)cyclohexane-1-carboxylate FC(C1=NN(C=C1)C1CCC(CC1)C(=O)OC)F